2-phenyl-7-{[1-(2,2,2-trifluoroethyl)-1H-1,2,3,4-tetrazol-5-yl]methyl}-5,7-diazaspiro[3.4]octane-6,8-dione C1(=CC=CC=C1)C1CC2(C1)NC(N(C2=O)CC2=NN=NN2CC(F)(F)F)=O